tert-butyl 4-[[2-[4-(4-chlorophenyl)-5-(4-pyridyl) imidazol-1-yl] acetyl] amino]-3,3-difluoropyrrolidine-1-carboxylate ClC1=CC=C(C=C1)C=1N=CN(C1C1=CC=NC=C1)CC(=O)NC1C(CN(C1)C(=O)OC(C)(C)C)(F)F